3,3,3-Trifluoro-2,2-dimethylpropyl (tert-butoxycarbonyl)-L-alaninate C(C)(C)(C)OC(=O)N[C@@H](C)C(=O)OCC(C(F)(F)F)(C)C